N(=[N+]=[N-])[C@@](COC)(C)C1=CN=C(C2=CN=C(C=C12)Cl)OCCCS(=O)(=O)C (S)-4-(2-Azido-1-methoxypropan-2-yl)-6-chloro-1-(3-(methylsulfonyl)propoxy)-2,7-naphthyridine